FC(C(=O)O)(F)F.NCCCCCCCC(=O)N[C@H](C(=O)N1[C@@H](C[C@H](C1)O)C(=O)NCC1=CC=C(C=C1)C1=C(N=CS1)C)C(C)(C)C (2S,4R)-1-((S)-2-(8-aminooctanamido)-3,3-dimethylbutanoyl)-4-hydroxy-N-(4-(4-methylthiazol-5-yl)benzyl)pyrrolidine-2-carboxamide 2,2,2-trifluoroacetate